6,7,8,9-tetrahydro-5H-cyclohepta[c]pyridin-9-amine C1=NC=CC2=C1C(CCCC2)N